FC=1C(=C(C(=O)N)C=C(C1F)CC1=C(C(=NC=C1)NS(NCCC)(=O)=O)F)NC1=C(C=C(C=C1)I)F 3,4-Difluoro-2-(2-fluoro-4-iodoanilino)-5-[[3-Fluoro-2-(propylsulfamoylamino)pyridin-4-yl]methyl]benzamide